(8S,11R,13S,14S,17R)-17-acetyl-13-methyl-11-(4-(methyl(7-oxoheptyl)amino) phenyl)-3-oxo-2,3,6,7,8,11,12,13,14,15,16,17-dodecahydro-1H-cyclopenta[a]phenanthren-17-yl acetate C(C)(=O)O[C@@]1(CC[C@H]2[C@@H]3CCC4=CC(CCC4=C3[C@H](C[C@]12C)C1=CC=C(C=C1)N(CCCCCCC=O)C)=O)C(C)=O